2-fluoro-N-[3-[1H-imidazol-4-ylmethyl(methyl)amino]phenyl]-N-[(5-methylisoxazol-3-yl)methyl]benzamide FC1=C(C(=O)N(CC2=NOC(=C2)C)C2=CC(=CC=C2)N(C)CC=2N=CNC2)C=CC=C1